NC1=NC(=NC(=C1Cl)C=1N=NN(C1)CC1=NN2C(CCCC2)=C1)C=1C(=C(C#N)C=CC1)C 3-(4-amino-5-chloro-6-(1-((4,5,6,7-tetrahydropyrazolo[1,5-a]pyridin-2-yl)methyl)-1H-1,2,3-triazol-4-yl)pyrimidin-2-yl)-2-methylbenzonitrile